S(=O)(=O)([O-])CCCN1CCC2=CC(=CC=C12)S(=O)(=O)[O-] 1-(3-sulfonatopropyl)indoline-5-sulfonate